FC1=C(C=CC(=C1F)OC)C1=CN=C2N1C=CN=C2NC2=CC(=C(C=C2)C(=O)N2CCN(CC2)C(=O)[C@@H]2NC[C@H](C2)O)C |r| [4-[[3-(2,3-difluoro-4-methoxy-phenyl)imidazo[1,2-a]pyrazin-8-yl]amino]-2-methyl-phenyl]-[4-[rac-(2R,4S)-4-hydroxypyrrolidine-2-carbonyl]piperazin-1-yl]methanone